(2-(3,3-dimethylcyclopentyl)thiazol-5-yl)methanamine CC1(CC(CC1)C=1SC(=CN1)CN)C